(7R,9R)-9-(1,2-dihydroxyethyl)-6,7,9,11-tetrahydroxy-4-Methoxy-8,10-dihydro-7H-tetracene-5,12-dione OC(CO)[C@@]1(C[C@H](C=2C(=C3C(C=4C(=CC=CC4C(C3=C(C2C1)O)=O)OC)=O)O)O)O